N1=NN(C2=NC=CC=C21)C2=CC(=C(C(=O)N([C@H]1CNCCC1)C1=NC=CC3=CC(=CC=C13)C=CCO)C=C2)F (R)-4-(3H-[1,2,3]triazolo[4,5-b]pyridin-3-yl)-2-fluoro-N-(6-(3-hydroxyprop-1-en-1-yl)isoquinolin-1-yl)-N-(piperidin-3-yl)benzamide